2-(aminomethyl)morpholine-4-carboxylic acid tert-butyl ester acetate C(C)(=O)O.C(C)(C)(C)OC(=O)N1CC(OCC1)CN